(R)-1-isopropyl-2-(methoxymethyl)piperazine C(C)(C)N1[C@H](CNCC1)COC